CC1(CN(CC1)C1=CC=C(C=N1)CO)C (6-(3,3-Dimethylpyrrolidin-1-yl)pyridin-3-yl)methanol